N-(2-chloro-4-(morpholin-2-yl)phenyl)-5-ethyl-4-methyl-1H-pyrazole-3-carboxamide ClC1=C(C=CC(=C1)C1CNCCO1)NC(=O)C1=NNC(=C1C)CC